1-cyclopropyl-3-(2-(4,5-dimethyl-2H-1,2,3-triazol-2-yl)propan-2-yl)-1H-pyrazole-5-amine C1(CC1)N1N=C(C=C1N)C(C)(C)N1N=C(C(=N1)C)C